aminocytidine N[C@@]1([C@H](O)[C@H](O)[C@@H](CO)O1)N1C(=O)N=C(N)C=C1